1,2-bis(dodecylamino)ethane C(CCCCCCCCCCC)NCCNCCCCCCCCCCCC